C(C)OC([C@@H](CCCCF)NC([C@@H](CC1=CC=CC=C1)NC(=O)OC(C)(C)C)=O)=O (2R)-2-[[(2R)-2-(tert-butoxycarbonylamino)-3-phenyl-propionyl]amino]-6-fluoro-hexanoic acid ethyl ester